FC(CC)(F)C1=CC=CC(=N1)N1C(C2=CC=CC=C2C1=O)=O 2-(6-(1,1-difluoropropyl)pyridin-2-yl)isoindoline-1,3-dione